6-Amino-3-bromo-2-fluoro-N,N-dimethylbenzamide NC1=CC=C(C(=C1C(=O)N(C)C)F)Br